aminoruthenium N[Ru]